CN1CCC(CC1)C(=O)O methyl-piperidine-4-carboxylic acid